(11R)-16-bromo-5-cyclopropyl-11,26-dimethyl-7-oxa-4,5,13,20,22,26-hexaazapentacyclo[22.3.1.0^{2,6}.0^{13,21}.0^{14,19}]octacosa-1(28),2(6),3,14,16,18,20,24-octaene-23,27-dione BrC=1C=C2N3C[C@@H](CCCOC=4N(N=CC4C=4C(N(C=C(C(NC3=NC2=CC1)=O)C4)C)=O)C4CC4)C